(4-bromo-2,6-dimethylphenyl)-2-(4,4-difluoro-1-methylcyclohexyl)acetamide BrC1=CC(=C(C(=C1)C)C(C(=O)N)C1(CCC(CC1)(F)F)C)C